C(C)OC(=O)C=1C(C=C2N(C(CC3=CC(=C(C=C23)OC)C=2C=NN(C2)CC(F)(F)F)C(C)C)C1)=O 6-isopropyl-10-methoxy-2-oxo-9-[1-(2,2,2-trifluoroethyl)-1H-pyrazol-4-yl]-6,7-dihydro-2H-pyrido[2,1-a]isoquinoline-3-carboxylic acid ethyl ester